C1=CC=CC=2OC3=CC=CC=C3N(C12)C1=CC=C(C=C1)C=1C(=CC(=C(C1)C#N)C#N)C1=CC=C(C=C1)N1C2=CC=CC=C2OC=2C=CC=CC12 4,4''-di(10H-phenoxazin-10-yl)-[1,1':2',1''-terphenyl]-4',5'-dicarbonitrile